FC(C1=CC(=NC=C1)C1=CC(=C2C=NC(=NN21)N[C@H]2[C@@H](CN(CC2)S(=O)(=O)C)O)F)F (3R,4R)-4-((7-(4-(difluoromethyl)pyridin-2-yl)-5-fluoropyrrolo[2,1-f][1,2,4]triazin-2-yl)amino)-1-(methylsulfonyl)piperidin-3-ol